[Ti].[Zr] zirconium titanium salt